ethanolate titanium (4+) [Ti+4].C(C)[O-].C(C)[O-].C(C)[O-].C(C)[O-]